C(C=C)(=O)OC(CP(O)(O)=O)C 2-(acryloyloxy)propylphosphonic acid